NC1=C(C(=C(C=C1)Br)C)N 1,2-diamino-4-bromo-3-methyl-benzene